BrCCCCOC1=C2C(C=C(C(C2=CC=C1)=O)C=1C=CC2=C(OCO2)C1)=O 5-(4-bromobutoxy)-2-(benzo[d][1,3]dioxol-6-yl)naphthalene-1,4-dione